(2-(((1R,3r,5S)-8-azabicyclo[3.2.1]octan-3-yl)amino)-5-(trifluoromethyl)pyrimidin-4-yl)-7-(Dimethylphosphoryl)-1H-indole-6-carbonitrile [C@H]12CC(C[C@H](CC1)N2)NC2=NC=C(C(=N2)N2C=CC1=CC=C(C(=C21)P(=O)(C)C)C#N)C(F)(F)F